CN(C)CC1=CC(=C(C=C1)[S@](=O)(N)=NC(NC1=C2CCCC2=CC=2CCCC12)=O)OC |o1:10| (S) or (R)-4-((dimethylamino)methyl)-N'-((1,2,3,5,6,7-hexahydro-s-indacen-4-yl)carbamoyl)-2-methoxybenzenesulfonimidamide